(5-fluoro-2-((4-fluoro-3-(trifluoromethyl)phenyl)carbamoyl)phenyl)-4-methoxy-2-(piperidin-3-ylamino)nicotinamide FC=1C=CC(=C(C1)C1=NC(=C(C(=O)N)C(=C1)OC)NC1CNCCC1)C(NC1=CC(=C(C=C1)F)C(F)(F)F)=O